(4R)-4-[(1-benzyloxycarbonyl-4-piperidinyl)oxy]-2,2-dimethyl-piperidine-1-carboxylic acid tert-butyl ester C(C)(C)(C)OC(=O)N1C(C[C@@H](CC1)OC1CCN(CC1)C(=O)OCC1=CC=CC=C1)(C)C